NC=1SCC2(N1)COCC1=CC=C(C=C12)NS(=O)(=O)C1=CC=C(C=C1)F N-(2'-amino-5'H-spiro[isochromane-4,4'-thiazol]-6-yl)-4-fluorobenzenesulfonamide